7,8-dicarbaundecaborane BBBBBBCCBBB